trimethylsilyl (S)-2-(tert-butoxycarbonylamino)-3-[3-iodo-(trimethylsiloxy)phenyl]propionate C(C)(C)(C)OC(=O)N[C@H](C(=O)O[Si](C)(C)C)CC1=C(C(=CC=C1)I)O[Si](C)(C)C